COC(=O)C1=NN(N=C1)C1=NC=C(C=C1Cl)NC(=O)C=1C=NN(C1C(F)(F)F)C1=C2C=CC=NC2=CC=C1 Methyl-2-(3-chloro-5-(1-(chinolin-5-yl)-5-(trifluoromethyl)-1H-pyrazol-4-carboxamido)pyridin-2-yl)-2H-1,2,3-triazol-4-carboxylat